trans-osmium bis(2,2'-bipyridine) N1=C(C=CC=C1)C1=NC=CC=C1.N1=C(C=CC=C1)C1=NC=CC=C1.[Os]